BrC1=CC(=C(C=C1Cl)S(=O)(=O)N(C=1SC=CN1)CC1=C(C=C(C=C1)OC)OC)C 4-bromo-5-chloro-N-(2,4-dimethoxybenzyl)-2-methyl-N-(thiazol-2-yl)benzenesulfonamide